1-((1S,2aS,7bR)-2a-methyl-1-(pyridin-2-yl)-7b-(4-(trifluoromethyl)benzoyl)-1,2,2a,7b-tetrahydro-3H-cyclobuta[b]indol-3-yl)ethan-1-one C[C@@]12N(C=3C=CC=CC3[C@@]1([C@H](C2)C2=NC=CC=C2)C(C2=CC=C(C=C2)C(F)(F)F)=O)C(C)=O